9,9',9''-(4-(dibenzo[b,d]furan-2-yl)-6-(dibenzo[b,d]thiophen-2-yl)pyridine-2,3,5-triyl)tris(4,5-diphenyl-9H-carbazole) C1=C(C=CC=2OC3=C(C21)C=CC=C3)C3=C(C(=NC(=C3N3C2=CC=CC(=C2C=2C(=CC=CC32)C3=CC=CC=C3)C3=CC=CC=C3)C3=CC2=C(SC1=C2C=CC=C1)C=C3)N3C1=CC=CC(=C1C=1C(=CC=CC31)C3=CC=CC=C3)C3=CC=CC=C3)N3C1=CC=CC(=C1C=1C(=CC=CC31)C3=CC=CC=C3)C3=CC=CC=C3